4-(prop-2-enyl)-2-[4-hydroxy-3-(prop-2-enyl)phenyl]phenolate C(C=C)C1=CC(=C(C=C1)[O-])C1=CC(=C(C=C1)O)CC=C